(S)-2-(6-chloro-2-(1-cyclopropyl-1H-pyrazole-4-carbonyl)-1,2,3,4-tetrahydroisoquinolin-8-yl)pyrrolidine ClC=1C=C2CCN(CC2=C(C1)[C@H]1NCCC1)C(=O)C=1C=NN(C1)C1CC1